OC1(CC(C1)C(=O)N1CC2(C1)C[C@@H](CC2)C2=CC(=CC=C2)C(C)C)C |r| (rac)-((1s,3s)-3-Hydroxy-3-methylcyclobutyl)(6-(3-isopropylphenyl)-2-azaspiro[3.4]octan-2-yl)methanon